tert-Butyl (4-propoxypyridin-2-yl)carbamate C(CC)OC1=CC(=NC=C1)NC(OC(C)(C)C)=O